N1C=2C(CCC1)COC2 hexahydrofuro[3,4-b]pyridin